tert-butyl 3-(4-(2-(2-aminopyridin-3-yl)-6-phenyl-1H-benzo[d]imidazol-1-yl)phenyl)azetidine-1-carboxylate NC1=NC=CC=C1C1=NC2=C(N1C1=CC=C(C=C1)C1CN(C1)C(=O)OC(C)(C)C)C=C(C=C2)C2=CC=CC=C2